CN1CC(C1)C=1C=CC=C2C=CC(=NC12)N1C=NC2=C1C=CC(=C2)OCC2(COC2)C 8-(1-Methylazetidin-3-yl)-2-(5-((3-methyloxetan-3-yl)methoxy)-1H-benzo[d]imidazol-1-yl)quinoline